benzyl (3S,4S)-4-fluoro-3-hydroxypiperidine-1-carboxylate F[C@@H]1[C@H](CN(CC1)C(=O)OCC1=CC=CC=C1)O